COCCN1N=C(C(=C1C)C=1N=C(C2=C(N1)OC(=C2C(=O)N)C)NC2(CC2)C)C [1-(2-methoxyethyl)-3,5-dimethyl-1H-pyrazol-4-yl]-6-methyl-4-[(1-methylcyclopropyl)amino]furo[2,3-d]pyrimidine-5-carboxamide